5-(5-bromo-3-(3-((tert-butyldimethylsilyl)oxy)-2-fluoropropoxy)-4-nitro-1H-pyrazol-1-yl)-2,4-dimethyloxazole BrC1=C(C(=NN1C1=C(N=C(O1)C)C)OCC(CO[Si](C)(C)C(C)(C)C)F)[N+](=O)[O-]